2,3,4,5,6-pentafluorophenyl-1H-indole-2-carboxylate FC1=C(C(=C(C(=C1F)F)F)F)OC(=O)C=1NC2=CC=CC=C2C1